1-(4-(4,4-dimethylpiperidin-1-yl)phenyl)-5,7-difluoro-6-hydroxy-1H-benzo[d]imidazol-2(3H)-one CC1(CCN(CC1)C1=CC=C(C=C1)N1C(NC2=C1C(=C(C(=C2)F)O)F)=O)C